N-lactoyl-isoleucine C(C(O)C)(=O)N[C@@H]([C@@H](C)CC)C(=O)O